NC1=NOC(=C1)C1=CC=C(C=C1)C1=CC(=NC=N1)NCCN1C(=CC2=C(C=CC=C12)OC)C {6-[4-(3-Amino-isoxazol-5-yl)-phenyl]-pyrimidin-4-yl}-[2-(4-methoxy-2-methyl-indol-1-yl)-ethyl]-amin